2-(6-ethoxypyrid-3-yl)-5-nitrobenzonitrile C(C)OC1=CC=C(C=N1)C1=C(C#N)C=C(C=C1)[N+](=O)[O-]